4-[2-(5-fluoro-2-{3-[(methylamino)methyl]imidazo[1,2-a]pyridin-6-yl}phenoxy)ethyl]-1,5-dimethyl-1H-pyrazole-3-carbonitrile FC=1C=CC(=C(OCCC=2C(=NN(C2C)C)C#N)C1)C=1C=CC=2N(C1)C(=CN2)CNC